(cyclopropylmethyl)ethan-1-amine C1(CC1)CC(C)N